Rac-(4bR,8aR)-4b-methyl-9-(6-((methylamino)methyl)pyridin-2-yl)-N-(4-morpholinophenyl)-4b,5,7,8,8a,9-hexahydropyrano[3',4':4,5]pyrrolo[2,3-d]pyrimidin-2-amine C[C@]12[C@H](N(C=3N=C(N=CC31)NC3=CC=C(C=C3)N3CCOCC3)C3=NC(=CC=C3)CNC)CCOC2 |r|